COC(CC=1C=2N(C=CC1Br)C(=NC2Br)C2=CC(=CC(=C2)F)F)=O (1,7-dibromo-3-(3,5-difluorophenyl)imidazo[1,5-a]pyridin-8-yl)acetic acid methyl ester